N-((S)-(4,4-Difluorocyclohexyl)(5-((R)-1-(4,4,4-trifluoro-3-(trifluoromethyl)butanamido)ethyl)-1H-benzo[d]imidazol-2-yl)methyl)-1-(2,2,2-trifluoroethyl)-1H-pyrazole-5-carboxamide FC1(CCC(CC1)[C@H](NC(=O)C1=CC=NN1CC(F)(F)F)C1=NC2=C(N1)C=CC(=C2)[C@@H](C)NC(CC(C(F)(F)F)C(F)(F)F)=O)F